C1(=CC=CC=C1)P(=O)(ON)C1=CC=CC=C1 O-diphenylphosphinylhydroxylamine